(3Z)-1-bromo-10,10-diethoxy-3-decene BrCC\C=C/CCCCCC(OCC)OCC